(E)-4-(5-methylthiophene-2-yl)-2-(p-tolyl)prop-2-en-1-one CC1=CC=C(S1)C1(CC=C(C=C1)C)C(C=O)=C